CN1N=NC(=C1CO)C=1C=NC(=CC1)C [1-methyl-4-(6-methylpyridin-3-yl)-1H-1,2,3-triazol-5-yl]methanol